C1(=CC=CC2=CC=CC=C12)CC1CO1 1-(1-naphthyl)-2,3-epoxypropane